5-Bromo-2-pyridylsulfamic acid sodium salt [Na+].BrC=1C=CC(=NC1)NS([O-])(=O)=O